Isopropanol Methyl-3-chloro-6-(2-chloro-4-(trifluoromethyl)phenyl)picolinate CC1=C(C(=NC(=C1)C1=C(C=C(C=C1)C(F)(F)F)Cl)C(=O)OC(C)C)Cl